CC1=C(C(CCC1)(C)C)C=CC#N 3-(2,6,6-trimethyl-1-cyclohexen-1-yl)-prop-2-enenitrile